(2S,3S)-2-(5-Nitrothiazol-2-ylcarbamoyl)phenyl 2-Amino-3-methylpentanoat Hydrochlorid Cl.N[C@H](C(=O)OC1=C(C=CC=C1)C(NC=1SC(=CN1)[N+](=O)[O-])=O)[C@H](CC)C